C(C1=CC=CC=C1)N(C1CCC(CC1)NC(OC(C)(C)C)=O)CC1=CC=CC=C1 tert-butyl ((1r,4r)-4-(dibenzylamino)cyclohexyl)carbamate